O=C1\C(\CCCC1)=C\C1=CC=C(C=C1)C(C(=O)O)C 2-[4-[(E)-(2-oxocyclohexylidene)methyl]phenyl]propionic acid